C1(=CC=CC2=CC=CC=C12)C1=CC=CC=2C3=CC=CC=C3NC12 1-naphthylcarbazole